C12(CC3CC(CC(C1)C3)C2)C(=O)N2CCN(CC2)CC#CC2=C3C(N(C(=NC3=CC=C2)C)C2C(NC(CC2)=O)=O)=O 3-(5-(3-(4-((3r,5r,7r)-adamantane-1-carbonyl)piperazin-1-yl)prop-1-yn-1-yl)-2-methyl-4-oxoquinazolin-3(4H)-yl)piperidine-2,6-dione